(S)-(4-(3-cyclohexyl-2-oxo-7-(trifluoromethyl)indolin-3-yl)phenyl)boronic acid C1(CCCCC1)[C@]1(C(NC2=C(C=CC=C12)C(F)(F)F)=O)C1=CC=C(C=C1)B(O)O